O(O)C(=C=C=C=C=C=C=C=C=C=C=C=C=CC(=O)O)C=CCCC 15-hydroperoxyeicosatetradecenoic acid